C(C)(=O)N1C(CN(CC1)S(=O)(=O)C1=CC=CC=C1)C(=O)NCC1=CC2=CC=CC=C2C=C1 1-acetyl-N-(naphthalen-2-ylmethyl)-4-(phenylsulfonyl)piperazine-2-carboxamide